O.Br.CC1=NC(=NC(=C1)C)N1CC2C(C1)CN(C2)C(=O)C2=C(C=C(C=C2)OC)N2N=CC=N2 (5-(4,6-dimethylpyrimidin-2-yl)hexahydropyrrolo[3,4-c]pyrrol-2(1H)-yl)(4-methoxy-2-(2H-1,2,3-triazol-2-yl)phenyl)methanone hydrobromide hydrate